6-chloro-2-methyl-4-(4-(5-methylpyridin-3-yl)piperazine-1-carbonyl)phthalazin-1(2H)-one ClC=1C=C2C(=NN(C(C2=CC1)=O)C)C(=O)N1CCN(CC1)C=1C=NC=C(C1)C